N-Methyl-6-morpholine-4-yl-N-phenyl-N1-p-tolyl-[1,3,5]triazine-2,4-diamine CN(C1N(C(=NC(=N1)N)N1CCOCC1)C1=CC=C(C=C1)C)C1=CC=CC=C1